C(C)C1=C(C(=CC=C1)[Si](OC)(OC)OC)C1=C(C=CC=C1)S 2-ethyl-6-trimethoxysilylphenyl-thiophenol